(S)-5-(1-(1-(4-(5-(difluoromethyl)-1,3,4-oxadiazol-2-yl)phenyl)ethyl)-1H-1,2,3-triazol-4-yl)pyridin-2-amine FC(C1=NN=C(O1)C1=CC=C(C=C1)[C@H](C)N1N=NC(=C1)C=1C=CC(=NC1)N)F